C(C)C1=CC=C(C=C1)N(C=1C=C2CC[C@H](C2=CC1)CNC=1C=NC=CC1C(=O)O)C 3-({[(1R)-5-[(4-ethylphenyl)(methyl)amino]-2,3-dihydro-1H-inden-1-yl]methyl}amino)pyridine-4-carboxylic acid